[2-(2,2-dimethoxyethoxy)-8-fluoro-7-(5-methyl-1H-indazol-4-yl)pyrido[4,3-d]pyrimidin-4-yl]-3,8-diazabicyclo[3.2.1]octane-8-carboxylate COC(COC=1N=C(C2=C(N1)C(=C(N=C2)C2=C1C=NNC1=CC=C2C)F)OC(=O)N2C1CNCC2CC1)OC